[Ga].[Sn] tin gallium